(R)-N-(7-(6-((S)-1-hydroxybutyl)-4-methylpyridin-3-yl)-2,6-naphthyridin-3-yl)-2-methoxypropanamide O[C@@H](CCC)C1=CC(=C(C=N1)C1=NC=C2C=C(N=CC2=C1)NC([C@@H](C)OC)=O)C